5-methyl-1-[[2-(trimethylsilyl)ethoxy]methyl]-1H-indole CC=1C=C2C=CN(C2=CC1)COCC[Si](C)(C)C